(7-methoxy-1,8-naphthyridin-4-yl) carbamate C(N)(OC1=CC=NC2=NC(=CC=C12)OC)=O